Tert-butyl 6-{[2-(4-chlorophenyl) imidazo[1,2-a]pyrimidin-3-yl] methyl}-2,6-diazabicyclo[3.2.2]nonane-2-carboxylate ClC1=CC=C(C=C1)C=1N=C2N(C=CC=N2)C1CN1C2CCN(C(C1)CC2)C(=O)OC(C)(C)C